N-((1S)-2-((2-((R)-4-isopropyl-2-oxoimidazolidin-1-yl)-2-(methylcarbamoyl)-2,3-dihydro-1H-inden-5-yl)amino)-2-oxo-1-(tetrahydro-2H-pyran-4-yl)ethyl)-1-methyl-1H-pyrazole-5-carboxamide C(C)(C)[C@H]1NC(N(C1)C1(CC2=CC=C(C=C2C1)NC([C@H](C1CCOCC1)NC(=O)C1=CC=NN1C)=O)C(NC)=O)=O